COC=1C=C(C=C(C1OC)OC)C=CC(=O)O 3,4,5-trimethoxybenzeneacrylic acid